(5-bromo-3-(4-methoxybenzyl)-3H-imidazo[4,5-b]pyridin-2-yl)acetamide BrC1=CC=C2C(=N1)N(C(=N2)CC(=O)N)CC2=CC=C(C=C2)OC